(S)-5-(1-((tert-butoxycarbonyl)amino)-1,3-dihydrospiro[indene-2,4'-piperidine]-1'-yl)pyrazine-2-thiol sodium [Na].C(C)(C)(C)OC(=O)N[C@@H]1C2=CC=CC=C2CC12CCN(CC2)C=2N=CC(=NC2)S